(R)-2-(3-((6-(2-(ethoxymethoxy)-4-ethynylphenyl)-5-methyl-1,2,4-triazin-3-yl)amino)piperidin-1-yl)ethan-1-ol C(C)OCOC1=C(C=CC(=C1)C#C)C1=C(N=C(N=N1)N[C@H]1CN(CCC1)CCO)C